C(#N)C1(CC1)C(=O)N(C)C=1C=NC(=C(C1)S(=O)(=O)CC)C1=NC2=C(C=NC(=C2)C(F)(F)F)N1C 1-cyano-N-[5-ethylsulfonyl-6-[3-methyl-6-(trifluoromethyl)imidazo[4,5-c]pyridin-2-yl]-3-pyridinyl]-N-methyl-cyclopropanecarboxamide